4-(ethylsulfanyl)-5-methyl-N-(3-(methylcarbamoyl)phenyl)-2-(6-azaspiro[2.5]oct-6-yl)benzamide C(C)SC1=CC(=C(C(=O)NC2=CC(=CC=C2)C(NC)=O)C=C1C)N1CCC2(CC2)CC1